C(C1=CC=CC=C1)O[C@@H]1[C@@]2(CO[C@]([C@@H]([C@H]1OCC1=CC=CC=C1)OCC1=CC=CC=C1)(O2)C2=CC(=C(C=C2)Cl)CC2=CC=C(C=C2)OCC)C(C)O 1-((1R,2S,3S,4R,5S)-2,3,4-tris(benzyloxy)-5-(4-chloro-3-(4-ethoxybenzyl)phenyl)-6,8-dioxabicyclo[3.2.1]octan-1-yl)ethanol